Cl.FC1=CC=C(C=C1)C1=CC=C(C=C1)C1=CC=C(N1)C(=O)N (2S,5R)-5-[4-(4-fluorophenyl)phenyl]-1H-pyrrole-2-carboxamide hydrochloride